N[C@H]1CN(C[C@@H](C1)F)C(=O)C1=CC2=C(N(C(=N2)C2=CC=3C=4N2CCN(C4C=CC3)CCCO)CC(F)F)C(=C1)OC ((3R,5R)-3-amino-5-fluoropiperidin-1-yl)(1-(2,2-difluoroethyl)-2-(1-(3-hydroxypropyl)-2,3-dihydro-1H-pyrrolo[1,2,3-de]quinoxalin-5-yl)-7-methoxy-1H-benzo[d]imidazol-5-yl)methanone